1-(isonicotinylthio)-2-(ethylthio)ethane C(C1=CC=NC=C1)SCCSCC